C[Si]1(O[Si](O[Si](O[Si](O1)(Cl)C)(Cl)C)(Cl)C)Cl 2,4,6,8-tetramethyl-2,4,6,8-tetrachlorocyclotetrasiloxane